C(C)(=O)OC=1C(=NC=CC1OC)C(N[C@H](C(=O)N[C@H](C(C1=CC=C(C=C1)OC)C1=CC=C(C=C1)OC)C)C)=O 2-(((S)-1-(((S)-1,1-bis(4-methoxyphenyl)propan-2-yl)amino)-1-oxopropan-2-yl)carbamoyl)-4-methoxypyridin-3-yl acetate